C1(CCCCC1)C(=O)O cyclohexane-carboxylic acid